Dibutylitaconat C(CCC)OC(C(=C)CC(=O)OCCCC)=O